NC1=NC=NN2C1=C(C=C2C=2C=C(C(=NC2)OC[2H])C(=O)N[C@@H]2CN(C[C@@H]2F)C(=O)C2CCC(CC2)(F)F)C(F)(F)F 5-[4-amino-5-(trifluoromethyl)pyrrolo[2,1-f][1,2,4]triazin-7-yl]-N-[(3R,4S)-1-(4,4-difluorocyclohexanecarbonyl)-4-fluoropyrrolidin-3-yl]-2-(deutero)methoxypyridine-3-carboxamide